ClC1=C(C=CC=C1)C=1N=NN(C1C1CC1)CC1=CC2=C(N(C(N2C)=O)C)C=C1 5-[[4-(2-chlorophenyl)-5-cyclopropyl-triazol-1-yl]methyl]-1,3-dimethyl-benzimidazol-2-one